BrC1=C2OC=3C=C(C=CC3C(C2=CC=C1)=O)N1CC(CC1)C(=O)O (5-bromo-9-oxo-xanthen-3-yl)pyrrolidine-3-carboxylic acid